methyl 4-(1-bromo-ethyl)-3-nitrobenzoate BrC(C)C1=C(C=C(C(=O)OC)C=C1)[N+](=O)[O-]